2-(2-(azidomethyl)-4-(t-Butoxycarbonyl)piperazin-1-yl)-5-nitroterephthalic acid dimethyl ester COC(C1=C(C=C(C(=O)OC)C(=C1)[N+](=O)[O-])N1C(CN(CC1)C(=O)OC(C)(C)C)CN=[N+]=[N-])=O